N1-(4-chlorophenyl)-N3-(4-(N-(4,6-dimethylpyrimidin-2-yl)sulfamoyl)phenyl)malonamide ClC1=CC=C(C=C1)NC(CC(=O)NC1=CC=C(C=C1)S(NC1=NC(=CC(=N1)C)C)(=O)=O)=O